N2,N2,N6,N6-tetrakis(2-methoxyethyl)-8-(4-methoxypiperidin-1-yl)-N4-(pyrazin-2-ylmethyl)pyrimido[5,4-d]pyrimidine-2,4,6-triamine COCCN(C=1N=C(C2=C(N1)C(=NC(=N2)N(CCOC)CCOC)N2CCC(CC2)OC)NCC2=NC=CN=C2)CCOC